2-(3-(7-bromo-6-chloro-4-oxoquinazolin-3(4H)-yl)-2-oxopropyl)piperidin-3-yl carbamate C(N)(OC1C(NCCC1)CC(CN1C=NC2=CC(=C(C=C2C1=O)Cl)Br)=O)=O